3,3-difluoro-2,2-dimethyl-1-[(3S)-3-(5-methylpyrazin-2-yl)-1,2-oxazolidin-2-yl]propan-1-one FC(C(C(=O)N1OCC[C@H]1C1=NC=C(N=C1)C)(C)C)F